pyrimido[1,2-b]indazole N1=CC=CN2N=C3C=CC=CC3=C21